C(C1=CC=CC=C1)OC(=O)N1C(CN(CC1)C1=C2C(=NC=C1F)N(CC2)C(=O)OC(C)(C)C)(C)C tert-butyl 4-(4-((benzyloxy)carbonyl)-3,3-dimethylpiperazin-1-yl)-5-fluoro-2,3-dihydro-1H-pyrrolo[2,3-b]pyridine-1-carboxylate